(2-Chloropyrimidin-4-yl)-2-methylpropanenitrile ClC1=NC=CC(=N1)C(C#N)(C)C